FC(OC1=NC(=CC=C1NC(=O)C1(CN(C1)S(N)(=O)=O)C1=NC=CN=C1C(C)C)C)F N-(2-(difluoromethoxy)-6-methylpyridin-3-yl)-3-(3-isopropylpyrazin-2-yl)-1-sulfamoylazetidine-3-carboxamide